(S)-4-(4-acetylpiperazin-1-yl)-3-(4-methylphenyl)-N-((R)-1-(2-(trifluoromethyl)pyrimidin-5-yl)ethyl)-4,5-dihydro-1H-pyrazol-1-carboxamide C(C)(=O)N1CCN(CC1)[C@@H]1C(=NN(C1)C(=O)N[C@H](C)C=1C=NC(=NC1)C(F)(F)F)C1=CC=C(C=C1)C